3-[[4-[4-fluoro-5-isobutyl-2-(2H-tetrazol-5-yl)phenyl]piperazin-1-yl]methyl]pyridazine FC1=CC(=C(C=C1CC(C)C)N1CCN(CC1)CC=1N=NC=CC1)C=1N=NNN1